O=C1N(C=CC(=C1)C(=O)OC)CC#C methyl 2-oxo-1-(prop-2-yn-1-yl)-1,2-dihydropyridine-4-carboxylate